FC=1C=2N(C=C(C1)NC1=NNC3=CC(=C(C=C13)OC)N1CCNCC1)C=C(N2)C 8-fluoro-N-(5-methoxy-6-piperazin-1-yl-1H-indazol-3-yl)-2-methyl-imidazo[1,2-a]pyridin-6-amine